1-(5-(azetidin-1-yl)-7-cyanobenzo[b]thiophen-2-yl)-1H-pyrazole-4-carboxylic acid N1(CCC1)C1=CC2=C(SC(=C2)N2N=CC(=C2)C(=O)O)C(=C1)C#N